2-Fluoro-N-(3-(5-(tetrahydrofuran-2-yl)-1,3,4-oxadiazol-2-yl)phenyl)benzamide FC1=C(C(=O)NC2=CC(=CC=C2)C=2OC(=NN2)C2OCCC2)C=CC=C1